1-(cyclopropylmethyl)-3-((3-(4-(2-((2-methoxyethyl)sulfonyl)phenoxy)-3-(trifluoromethyl)phenyl)-1,2,4-oxadiazol-5-yl)methyl)-5,5-dimethylimidazolidine-2,4-dione C1(CC1)CN1C(N(C(C1(C)C)=O)CC1=NC(=NO1)C1=CC(=C(C=C1)OC1=C(C=CC=C1)S(=O)(=O)CCOC)C(F)(F)F)=O